5-(2-Azidoethoxy)-2-(2,6-Dioxopiperidin-3-Yl)Isoindoline-1,3-Dione N(=[N+]=[N-])CCOC=1C=C2C(N(C(C2=CC1)=O)C1C(NC(CC1)=O)=O)=O